C(C1=CC=C(C(=O)O)C=C1)(=O)O.C(CCCCC(=O)O)(=O)O.C=CC=C butadiene adipate terephthalate